(±)-4-((1-(3-(difluoromethyl)-2-fluorophenyl)ethyl)amino)-2-methyl-6-(1H-pyrazol-4-yl)pyrido[2,3-d]pyrimidin-7(8H)-one FC(C=1C(=C(C=CC1)[C@@H](C)NC=1C2=C(N=C(N1)C)NC(C(=C2)C=2C=NNC2)=O)F)F |r|